2-carboxy-N,N-dimethyl-N-[2'-(methacryloyloxy)oxyethyl]ethylammonium methyl-(6-(2-bromoacetyl)pyridin-3-yl)carbamate CN(C([O-])=O)C=1C=NC(=CC1)C(CBr)=O.C(=O)(O)CC[N+](CCOOC(C(=C)C)=O)(C)C